ClC1=CNC2=NC=C(C=C21)C#N 3-chloro-1H-pyrrolo[2,3-b]Pyridine-5-carbonitrile